N,N-didecyl-3-(3-((2-hydroxyethyl)amino)propylamino)propanamide C(CCCCCCCCC)N(C(CCNCCCNCCO)=O)CCCCCCCCCC